FC1=C(OC=2C=NC3=CC(=NC=C3C2)C(C(F)(F)F)N2CCC(CC2)(F)F)C=CC(=C1)F 3-(2,4-Difluorophenoxy)-7-(1-(4,4-difluoropiperidin-1-yl)-2,2,2-trifluoroethyl)-1,6-naphthyridine